ClC=1C=C(C=CC1OCC1CC1)N(C(C#C)=O)C(C(=O)NC1=CC=C2C=NN(C2=C1)C(=O)OC(C)(C)C)C(C)(C)C tert-butyl 6-(2-(N-(3-chloro-4-(cyclopropylmethoxy)phenyl)propiolamido)-3,3-dimethylbutan-amido)-1H-indazole-1-carboxylate